4-(4-cyclopropyl-1H-imidazol-1-yl)-5-fluoropyridine-2-carboxylic acid C1(CC1)C=1N=CN(C1)C1=CC(=NC=C1F)C(=O)O